3-(Quinolin-5-yl)-4-(3-sulfamoylphenylethynyl)-5-methyl-1H-pyrazole N1=CC=CC2=C(C=CC=C12)C1=NNC(=C1C#CC1=CC(=CC=C1)S(N)(=O)=O)C